1-bromo-4-(2,2-diethoxyethoxy)-5-fluoro-2-methoxybenzene BrC1=C(C=C(C(=C1)F)OCC(OCC)OCC)OC